CC(C)(CC)N (2S)-2,3-dimethylpropan-2-amine